OC1=C(OC(=CC1=O)CO)C=CC1=CC(=C(C=C1)OC)O 3-hydroxy-2-(3-hydroxy-4-methoxystyryl)-6-(hydroxymethyl)-4H-pyran-4-one